C(CCCCC)C=1C=C2C=C(C(OC2=CC1O)=O)C=1OC(=NN1)C1=CC(=C(C(=C1)OC)OC)OC 6-hexyl-7-hydroxy-3-[5-(3,4,5-trimeth-oxy-phenyl)-[1,3,4]oxadiazol-2-yl]-chromen-2-one